(4-methylpyridin-2-yl)-4-(5-methylpyridin-2-yl)thiazol-2-amine CC1=CC(=NC=C1)C1=C(N=C(S1)N)C1=NC=C(C=C1)C